2-((tert-butoxycarbonyl) amino)-3-nitrobenzoate C(C)(C)(C)OC(=O)NC1=C(C(=O)[O-])C=CC=C1[N+](=O)[O-]